p-toluenemethanol CC1=CC=C(C=C1)CO